FC1=CC=C(CC(N)C)C=C1 4-Fluoroamphetamine